FC(C(=O)O)(F)F.C(C)N1[C@H](CN(CC1)C1=C2C(=NC=C1)N(CC2)C(=O)NC=2C(=CC=1N(C2)C=C(N1)C)F)C (S)-4-(4-ethyl-3-methylpiperazin-1-yl)-N-(7-fluoro-2-methylimidazo[1,2-a]pyridin-6-yl)-2,3-dihydro-1H-pyrrolo[2,3-b]pyridine-1-carboxamide 2,2,2-trifluoroacetate